3-(1H-imidazol-1-yl)-N-(1,4,4-trimethylpyrrolidin-3-yl)benzamide N1(C=NC=C1)C=1C=C(C(=O)NC2CN(CC2(C)C)C)C=CC1